uranium trioxide uranium [U+6].[O-2].[O-2].[O-2].[U+6]